3-fluoro-N-(2-((2-hydroxyethyl)amino)ethyl)benzamide hydrochloride Cl.FC=1C=C(C(=O)NCCNCCO)C=CC1